COC1=CC=C(C=C1)CSC1=CC(=CN=N1)N1CCN(CC1)C(=O)OC(C)(C)C tert-Butyl 4-[6-[(4-methoxyphenyl)methylsulfanyl]pyridazin-4-yl]piperazine-1-carboxylate